Ethyl 3-methyl-4-((pyridin-3-ylamino)methyl)benzofuran-2-carboxylate CC1=C(OC2=C1C(=CC=C2)CNC=2C=NC=CC2)C(=O)OCC